5-(3-chloropyridin-2-yl)-1,3,4-oxadiazole-2-carboxylic acid hydrazone ClC=1C(=NC=CC1)C1=NN=C(O1)C(O)=NN